rac-(1R*,3S*)-N-(4-chlorobenzyl)-3-(difluoromethyl)cyclopentan-1-amine ClC1=CC=C(CN[C@H]2C[C@H](CC2)C(F)F)C=C1 |r|